bis((4R,4aS,7aR,12bS)-9-methoxy-3-methyl-7-oxo-1,2,3,4,5,6,7,7a-octahydro-4aH-4,12-methanobenzofuro[3,2-e]isoquinolin-4a-yl) adipate C(CCCCC(=O)O[C@]12CCC([C@H]3[C@@]24CCN([C@@H]1CC1=CC=C(C(=C14)O3)OC)C)=O)(=O)O[C@]31CCC([C@H]4[C@@]12CCN([C@@H]3CC3=CC=C(C(=C32)O4)OC)C)=O